C(C1=CC=CC=C1)(=O)O[Sn]1(OCCN(CC(O1)C)C)OC(C1=CC=CC=C1)=O 4,6-dimethyl-1,3,6,2-dioxazastannocan-2,2-diyl dibenzoat